[N+](=O)([O-])C1=C(C=C(C=C1)C1=CC(=CC(=C1)C(F)(F)F)C(F)(F)F)CN1[C@@H](CN(CC1)C(=O)OC(C)(C)C)C(=O)OC 1-(tert-butyl) 3-methyl (S)-4-((4-nitro-3',5'-bis(trifluoromethyl)-[1,1'-biphenyl]-3-yl)methyl)piperazine-1,3-dicarboxylate